glycidyloxymethyltriethoxysilane Lanthanum-aluminum [Al].[La].C(C1CO1)OC[Si](OCC)(OCC)OCC